2-((5,6-dimethylpyridin-2-yl)carbamoyl)-5-(trifluoromethyl)benzoic acid CC=1C=CC(=NC1C)NC(=O)C1=C(C(=O)O)C=C(C=C1)C(F)(F)F